2,3,4-Trimethylpentane CC(C)C(C(C)C)C